N-(3-((3-amino-3-oxoprop-1-en-2-yl)amino)-3-oxoprop-1-en-2-yl)-2-(4-aminophenyl)thiazole-4-carboxamide hydrochloride Cl.NC(C(=C)NC(C(=C)NC(=O)C=1N=C(SC1)C1=CC=C(C=C1)N)=O)=O